C1(=CC=CC=C1)C1=CC=C(C(=N1)C#N)N1C[C@@H](CC1)OC1=NC=C(C=C1)C(F)(F)F (R)-6-phenyl-3-(3-(5-(trifluoromethyl)pyridin-2-yloxy)pyrrolidin-1-yl)pyridinecarbonitrile